1-benzamido-3-ethyl-urea C(C1=CC=CC=C1)(=O)NNC(=O)NCC